N-(2,2-difluoroethyl)-5-(5-(6-(4-methylpiperazin-1-yl)pyridin-3-yl)-1H-pyrrolo[2,3-b]pyridin-3-yl)pyrazolo[1,5-a]pyridine-3-carboxamide FC(CNC(=O)C=1C=NN2C1C=C(C=C2)C2=CNC1=NC=C(C=C12)C=1C=NC(=CC1)N1CCN(CC1)C)F